methyl 3-(2-chlorophenyl)-5-{5-methyl-1-[(1S,3R)-3-hydroxy-3-methylcyclobutyl]-1H-pyrazol-4-yl}-1,2-oxazole-4-carboxylate ClC1=C(C=CC=C1)C1=NOC(=C1C(=O)OC)C=1C=NN(C1C)C1CC(C1)(C)O